C1(CCC1)NC(=O)C1=CN=C2N1N=C(C=C2N(C)CC2=CC=C(C=C2)OC)NC=2C(N(C=CC2)C2=NC=C(C=C2)C(=O)OC)=O methyl 3-{[3-(cyclobutylcarbamoyl)-8-{[(4-methoxyphenyl) methyl] (methyl) amino} imidazo[1,2-b]pyridazin-6-yl] amino}-2-oxo-[1,2'-bipyridine]-5'-carboxylate